C(C)(C)NC(CCCCCCCCCCCCCCC)=O palmitic acid isopropyl amide